pyrido[2,3-g]Quinoline N1=CC=CC=2C1=CC=1C=CC=NC1C2